Sodium di(2-propylheptyl) sulfosuccinate S(=O)(=O)(O)C(C(=O)OCC(CCCCC)CCC)CC(=O)OCC(CCCCC)CCC.[Na]